tert-butyl (6-formyl-5-methoxypyridazin-3-yl)carbamate C(=O)C1=C(C=C(N=N1)NC(OC(C)(C)C)=O)OC